4-chloro-3,5-dinitrobenzenesulfonic acid ClC1=C(C=C(C=C1[N+](=O)[O-])S(=O)(=O)O)[N+](=O)[O-]